ClC1=CC=C(CN(C(=O)[C@H]2[C@@H](CCC2)[S@@](=O)(=N)C2=CC=C(C=C2)C)[C@H]2C[C@H](CC2)C#N)C=C1 (1S,2R)-N-(4-Chlorobenzyl)-N-((1R,3S)-3-cyanocyclopentyl)-2-((S)-4-methylphenylsulfonimidoyl)cyclopentane-1-carboxamide